FC(S(=O)(=O)OC=1C=2N(C3=CC=C(C=C3N1)C(=O)OC)C=CC2)(F)F methyl 4-(((trifluoromethyl)sulfonyl)oxy)pyrrolo[1,2-a]quinoxaline-7-carboxylate